(±)-(1s,5r)-1,5-dimethyl-3-((trimethylsilyl)oxy)-8-azabicyclo[3.2.1]oct-2-ene-8-carboxylic acid tert-butyl ester C(C)(C)(C)OC(=O)N1[C@@]2(C=C(C[C@]1(CC2)C)O[Si](C)(C)C)C |r|